(2-isopropyl-2,4-dihydroindeno[1,2-c]pyrazol-7-yl)boronic acid C(C)(C)N1N=C2C(=C1)CC1=CC=C(C=C12)B(O)O